BrCCOC1=NC=C(C(=O)OC)C=C1 Methyl 6-(2-bromoethoxy)nicotinate